(1S,2S)-N-(6-((S)-1-cyanospiro[2.2]pentan-1-yl)isoquinolin-3-yl)-5-oxaspiro[2.4]heptane-1-carboxamide C(#N)[C@]1(CC12CC2)C=2C=C1C=C(N=CC1=CC2)NC(=O)[C@H]2CC21COCC1